[6-chloro-2-(ethylsulfanyl)-5-methoxypyrimidin-4-yl]-1lambda6-thiomorpholine-1,1-dione ClC1=C(C(=NC(=N1)SCC)N1CCS(CC1)(=O)=O)OC